C[C@H]1C(=O)N[C@H](C(=O)N[C@H](C(=O)N2CCC[C@H]2C(=O)NCC(=O)N[C@H](C(=O)N[C@H](C(=O)N1)CC(=O)N)CC(C)C)[C@@H](C)O)CC3=CNC4=CC=CC=C43 The molecule is a homodetic cyclic peptide composed of L-alanyl, L-tryptophyl, L-threonyl, L-prolylglycyl, L-leucyl and L-asparaginyl residues linked in a sequence. It is isolated from the seeds of Annona montana and has been shown to exhibit anti-inflammatory activity. It has a role as a metabolite and an anti-inflammatory agent.